COC(CC1=C(C=C(C=C1)Br)Cl)=O 2-(4-bromo-2-chlorophenyl)acetic acid methyl ester